COC1=CC2=C(C3=CC=C(C=C3C=C2C=C1)OC)C 2,6-dimethoxy-9-methyl-anthracene